FC(OC1=C(C(=O)OC)C=CC=C1F)F methyl 2-(difluoro methoxy)-3-fluorobenzoate